CN1N=CC2=C1N=C/1N(C2=O)CCC\C1=C/C1=CC(=C(C(=C1)OC)OC)OC (E)-1-methyl-9-(3,4,5-trimethoxybenzylidene)-6,7,8,9-tetrahydropyrazolo[3,4-d]pyrido[1,2-a]pyrimidin-4(1H)-one